[Na+].ClC=1C=C(C=CC1OC(C)C)C=1[Se]C(=CN1)C1=CC=C(CN2CC(C2)C(=O)[O-])C=C1 1-(4-(2-(3-chloro-4-isopropoxyphenyl)-1,3-selenazol-5-yl)benzyl)azetidine-3-carboxylic acid sodium salt